ClC=1C=C(C=CC1F)[C@@H](NC(=O)[C@@H]1CNC(O1)=O)C1=NC(=C(C=C1)F)OCC(F)(F)F |o1:8| (S)-N-((R or S)-(3-chloro-4-fluorophenyl)(5-fluoro-6-(2,2,2-trifluoroethoxy)pyridin-2-yl)methyl)-2-oxo-oxazolidine-5-carboxamide